C(#N)C1=CC(=NC=C1)N1C=C(C2=C1N=CN=C2N2CCN(C1(CC1)C2)C(=O)OC(C)(C)C)C2CC2 tert-Butyl 7-(7-(4-cyanopyridin-2-yl)-5-cyclopropyl-7H-pyrrolo[2,3-d]pyrimidin-4-yl)-4,7-diazaspiro[2.5]octane-4-carboxylate